ClC1=CC=C(CN2C[C@H](CCC2)NC(CCC(C)C)=O)C=C1 1-(((S)-1-(4-chlorobenzyl)piperidin-3-yl)amino)-4-methyl-1-oxopentan